C(CCCCCCCCCCCCCCCCC)N(CCO)CCO stearylbis(2-hydroxyethyl)amine